C1(CCCC1)OCC=O 2-(CYCLOPENTYLOXY)ACETALDEHYDE